1-((4-amino-7-((5-methyl-6-(4-((methylamino)methyl)piperidin-1-yl)pyridin-3-yl)methyl)imidazo[2,1-f][1,2,4]triazin-2-yl)oxy)pentan-2-ol NC1=NC(=NN2C1=NC=C2CC=2C=NC(=C(C2)C)N2CCC(CC2)CNC)OCC(CCC)O